CC(C(N=COC=CN(C(OC(=O)C1=CC=CC=C1)=O)NS(=O)(=O)N1CCC(CC1)C(=O)O)=O)=NC(C(=NC(C(=NC(COC)=O)C)=O)C)=O 1-(N-((11S,14S,17S)-11,14,17-trimethyl-3,10,13,16,19-pentaoxo-1-phenyl-2,7,21-trioxa-4,9,12,15,18-pentaazadocosapentaenoyl)sulfamoyl)piperidine-4-carboxylic acid